((S)-7-hydroxy-6,7-dihydro-5H-pyrrolo[1,2-a]imidazol-2-yl)-2-(((S)-1,1,1-trifluoropropan-2-yl)oxy)benzamide O[C@H]1CCN2C1=NC(=C2)C=2C(=C(C(=O)N)C=CC2)O[C@H](C(F)(F)F)C